5-chloro-7,8-dimethoxy-pyrrolo[1,2-a]quinazoline-2-carbonitrile ClC1=NC=2N(C3=CC(=C(C=C13)OC)OC)C=C(C2)C#N